4-bromo-N-(2-(4,4-difluoropiperidin-1-yl)-6-methylpyridin-4-yl)-2,5-difluorobenzamide BrC1=CC(=C(C(=O)NC2=CC(=NC(=C2)C)N2CCC(CC2)(F)F)C=C1F)F